(S)-5-[2-hydroxy-3-(anilino)-propoxy]-2-methyl-1-(methylphenyl)indole-3-carboxylic acid methyl ester COC(=O)C1=C(N(C2=CC=C(C=C12)OC[C@H](CNC1=CC=CC=C1)O)C1=C(C=CC=C1)C)C